(difluoromethyl)-2',3'-dihydrospiro[cyclohexane-1,1'-indene]-3-one FC(F)C1C2(C3=CC=CC=C3C1)CC(CCC2)=O